C(=C)OS(=O)(=O)CCCCC=1NC=CN1 Vinylimidazolbutansulfonat